FC(N1N=CC(=C1)C1=CC2=CN(N=C2C=C1)C1CCC(CC1)CNC(C1=C(C(=C(C(=C1)F)O)F)F)=O)F N-{[(1r,4r)-4-{5-[1-(difluoromethyl)-1H-pyrazol-4-yl]-2H-indazol-2-yl}cyclohexyl]methyl}-2,3,5-trifluoro-4-hydroxybenzamide